{(endo)-8-[(S)-4-(2,3-Dihydro-[1,4]dioxino[2,3-b]pyridin-3-yl)-benzyl]-8-aza-bicyclo[3.2.1]oct-3-yl}-urea O1C[C@@H](OC2=NC=CC=C21)C2=CC=C(CN1C3CC(CC1CC3)NC(=O)N)C=C2